O1C=C(C2=C1C=CC=C2)C(=O)N2CC1N(C(C3=C(NC1=O)C=CC(=C3)C3=CC(=CC=C3)C(F)(F)F)=O)CC2 2-(benzofuran-3-carbonyl)-8-(3-(trifluoromethyl)phenyl)-1,3,4,12a-tetrahydrobenzo[e]pyrazino[1,2-a][1,4]diazepine-6,12(2H,11H)-dione